ClC=1C(=NC(=NC1)N[C@H]1CN(CC1)CC1CCN(CC1)CCC1CCN(CC1)C=1C=C2CN(CC2=CC1)C1C(NC(CC1)=O)=O)C1=CNC2=CC=CC=C12 5-(4-(2-(4-(((R)-3-((5-chloro-4-(1H-indol-3-yl)pyrimidin-2-yl)amino)pyrrolidine-1-yl)methyl)piperidin-1-yl)ethyl)piperidin-1-yl)-2-(2,6-dioxopiperidin-3-yl)isoindoline